1,3,5-tri(carboxymethoxy)benzene C(=O)(O)COC1=CC(=CC(=C1)OCC(=O)O)OCC(=O)O